N-(2-(1,2-dimethylpiperidin-3-yl)thieno[2,3-b]pyridin-4-yl)benzo[d]thiazol-5-amine CN1C(C(CCC1)C1=CC=2C(=NC=CC2NC=2C=CC3=C(N=CS3)C2)S1)C